5-bromo-6-(((4-methoxyphenyl)amino)pyridin-3-yl)(piperidin-1-yl)methanone BrC1CCCN(C1C=1C(=NC=CC1)NC1=CC=C(C=C1)OC)C=O